ClC=1C(=NC(=NC1)NC1=C(C=C2CCN(CC2=C1)C)OC)N1C=C(C2=CC=CC=C12)C1(COC1)O 3-(1-(5-Chloro-2-((6-methoxy-2-methyl-1,2,3,4-tetrahydroisoquinolin-7-yl)amino)pyrimidin-4-yl)-1H-indol-3-yl)oxetan-3-ol